N(CP(O)(O)=O)(CP(O)(O)=O)CP(O)(O)=O (nitrilotris(methylene))tris(phosphonic acid)